CC1=CC=C(C(=O)OC2=C(C(=CC(=C2)Cl)C=NC(C(=O)OC)CC2=CC=C(C=C2)O)O)C=C1 5-chloro-2-hydroxy-3-((3-(4-hydroxyphenyl)-1-methoxy-1-oxopropan-2-ylimino)methyl)phenyl 4-methylbenzoate